FC=1C=NN(C1)C1=CC=C(C=N1)CC1=NN(C=C1)C(=O)N ((6-(4-fluoro-1H-pyrazol-1-yl)pyridin-3-yl)methyl)-1H-pyrazole-1-carboxamide